1-(4-(2-(2-cyclopropyl-6-methylpyridin-4-yl)-3-isopropyl-1H-indol-5-yl)piperidin-1-yl)ethan-1-one C1(CC1)C1=NC(=CC(=C1)C=1NC2=CC=C(C=C2C1C(C)C)C1CCN(CC1)C(C)=O)C